(R)-3-(1-oxo-5-(((S)-1-(quinolin-6-ylmethyl)pyrrolidin-3-yl)oxy)isoindolin-2-yl)piperidine-2,6-dione O=C1N(CC2=CC(=CC=C12)O[C@@H]1CN(CC1)CC=1C=C2C=CC=NC2=CC1)[C@H]1C(NC(CC1)=O)=O